2-methyl-N-[3-chloro-4-[4-(piperidine-4-carbonyl)piperazine-1-carbonyl]phenyl]-5-[4-(dimethylamino)-2,3-difluoro-phenyl]-1-methyl-imidazole-2-carboxamide CC1(N(C(=CN1)C1=C(C(=C(C=C1)N(C)C)F)F)C)C(=O)NC1=CC(=C(C=C1)C(=O)N1CCN(CC1)C(=O)C1CCNCC1)Cl